(E)-1-(1-isopropyl-1H-imidazole-2-yl)but-2-en-1-one C(C)(C)N1C(=NC=C1)C(\C=C\C)=O